2-chloro-4-(1,1-dimethylsilinan-4-yl-4-d)-5-(methyl-d3)pyridine ClC1=NC=C(C(=C1)C1(CC[Si](CC1)(C)C)[2H])C([2H])([2H])[2H]